2-(6-morpholinylpyridin-3-yl)acetonitrile N1(CCOCC1)C1=CC=C(C=N1)CC#N